1,7-diazabicyclo(4.3.0)nonene N12C=CCCC2NCC1